(1R,11R)-18-(difluoromethoxy)-5-[2-(pyrimidin-5-yl)ethynyl]-2,9,12-triazapentacyclo[9.8.1.0^{2,10}.0^{3,8}.0^{14,19}]icosa-3(8),4,6,9,14(19),15,17-heptaen-13-one FC(OC1=CC=CC=2C(N[C@H]3C4=NC=5C=CC(=CC5N4[C@@H](C12)C3)C#CC=3C=NC=NC3)=O)F